IC1=CC=C(C=C1)N1C(C(=NC=C1)C)=O 1-(4-iodophenyl)-3-methylpyrazin-2(1H)-one